n-octylammonium bromid [Br-].C(CCCCCCC)[NH3+]